ClC=1N(N=C2C=CC(=C(C12)CC(=O)N1[C@H](C2=CC=CC(=C2CC1)C(C(F)F)(C)O)C)Cl)C 2-(3,5-dichloro-2-methyl-indazol-4-yl)-1-[(1S)-5-[2,2-difluoro-1-hydroxy-1-methyl-ethyl]-1-methyl-3,4-dihydro-1H-isoquinolin-2-yl]ethanone